2-(2-hydroxy-4-methylphenyl)benzimidazole OC1=C(C=CC(=C1)C)C=1NC2=C(N1)C=CC=C2